3,5-bis[bis(2-ethylhexyl)aminomethyl]-1,3,4-thiadiazolin-2-one C(C)C(CN(CC(CCCC)CC)CN1C(SC(=N1)CN(CC(CCCC)CC)CC(CCCC)CC)=O)CCCC